FC(C(=O)N[C@@H]1[C@H](N(C(C1)=O)C=1C=C2C=NN(C2=CC1)C1=CN(C(C=C1)=O)C)C1=C(C=CC=C1)C)(C)F 2,2-difluoro-N-[(2R,3S)-1-[1-(1-methyl-6-oxo-3-pyridyl)indazol-5-yl]-2-(o-tolyl)-5-oxo-pyrrolidin-3-yl]-propanamide